S(=O)(=O)(O)N[C@@H](CC1=CC=C(C=C1)O)C(=O)O sulfo-Tyrosine